2-(2,3-dihydroxy-3-(3-nitrophenyl)butanoyl)-N-methylhydrazine-1-carbothioamide OC(C(=O)NNC(NC)=S)C(C)(C1=CC(=CC=C1)[N+](=O)[O-])O